NC1=NC=NC=2C3=C(CC(C12)(C)C)C(=C(C=C3)O[C@@H]3CC[C@@H](CC3)N)N(CCO)C 2-[[4-amino-8-(cis-4-aminocyclohexoxy)-5,5-dimethyl-6H-benzo[h]quinazolin-7-yl]-methyl-amino]ethanol